N-((1S,2S)-2-hydroxycyclopentyl)-N-(2-methoxyethyl)-6-(N-(3-methyloxetan-3-yl)sulfamoyl)imidazo[1,5-a]pyridine-3-carboxamide O[C@@H]1[C@H](CCC1)N(C(=O)C1=NC=C2N1C=C(C=C2)S(NC2(COC2)C)(=O)=O)CCOC